FC1=CC=C(\C=C\2/N=C(OC2=O)\C=C\C2=CSC=C2)C=C1 [(Z)-4-fluorobenzylidene]-2-[(E)-2-(thien-3-yl)vinyl]oxazol-5(4H)-one